water sodium thiosulfate S(=S)(=O)([O-])[O-].[Na+].O.[Na+]